didecyldithiocarbamate C(CCCCCCCCC)N(C([S-])=S)CCCCCCCCCC